C1=COC(=O)C1Br bromofuranone